2,2,6,7-TETRAMETHYLBICYCLO[4.3.0]NONA-4,9(1)-DIEN-8-OL CC1(C2=CC(C(C2(C=CC1)C)C)O)C